Methyl 4-(N-((1,2,3,5,6,7-hexahydro-s-indacen-4-yl)carbamoyl)sulfamoyl)piperidine-1-carboxylate, Potassium Salt [K].C1CCC2=C(C=3CCCC3C=C12)NC(=O)NS(=O)(=O)C1CCN(CC1)C(=O)OC